C1(CC1)C1=C(C(=O)N)C=CC(=C1)NC1=NC=C(C(=N1)NC=1C=CC2=C(NC(O2)=O)C1)C cyclopropyl-4-[5-methyl-4-(2-oxo-2,3-dihydro-benzooxazol-5-ylamino)-pyrimidin-2-ylamino]-benzamide